(S)-8-cyclopentyl-7-ethyl-2-[4-[2-(3,5-dimethylpiperazin-1-yl)ethylsulfonyl]-2-methoxyphenylamino]-5-methyl-7,8-dihydropterin C1(CCCC1)N1C(CN(C=2C(N[C@@](NC12)(N)NC1=C(C=C(C=C1)S(=O)(=O)CCN1CC(NC(C1)C)C)OC)=O)C)CC